N1C(N=CC2=NC=CN=C12)=O pteridineOne